2-(N-(3-hydroxyphenyl)methylsulfonamido)-N-(2-(phenylthio)phenyl)acetamide OC=1C=C(C=CC1)N(S(=O)(=O)C)CC(=O)NC1=C(C=CC=C1)SC1=CC=CC=C1